NC1=NC=2C=CC(=CC2C2=C1COC2)C(=O)N([C@H]2COC1=C2C=CC(=C1)S(F)(F)(F)(F)F)C 4-amino-N-methyl-N-((3R)-6-(pentafluoro-lambda~6~-sulfanyl)-2,3-dihydro-1-benzofuran-3-yl)-1,3-dihydrofuro[3,4-c]quinoline-8-carboxamide